trans-(S)-1-phenylethyl 2-[[1-ethyl-4-[[4-(trifluoromethyl)phenyl]methyl]-pyrrolo[2,3-b]pyridine-3-carbonyl]amino]spiro[3.3]heptane-6-carboxylate C(C)N1C=C(C=2C1=NC=CC2CC2=CC=C(C=C2)C(F)(F)F)C(=O)NC2CC1(C2)CC(C1)C(=O)O[C@@H](C)C1=CC=CC=C1